(3aR,6aS)-2-benzyl-5-(2-chloro-5-methylpyrimidin-4-yl)-3a,6a-dimethyloctahydropyrrolo[3,4-c]pyrrole C(C1=CC=CC=C1)N1C[C@]2(CN(C[C@]2(C1)C)C1=NC(=NC=C1C)Cl)C